CONC(=O)CC(=O)OCC ethyl 2-[(methoxy) carbamoyl]acetate